C(C)(C)N1[SiH2]CC[SiH2]N([SiH2]CC[SiH2]1)C(C)C 1,6-di-iso-propyl-1,6-diaza-2,5,7,10-tetrasilacyclodecane